BrC=1C=C2C(NC(N(C2=CC1)C)=O)=O 6-bromo-1-methylquinazoline-2,4(1H,3H)-dione